C(CCC)C1=NCC(C2=CC=C(C=C12)O)C1=CC=CC=C1 butyl-7-hydroxy-4-phenyl-3,4-dihydroisoquinoline